CCCCCCCCCCCCCCCCC (8Z,11Z)-heptadecan